COC1=CC2=C(N=C[C@H]3N(C2=O)CCCC3)C=C1OCCCC(=O)NC1=CC=C(C(=O)NC3=CC2=C(SC(=C2)C(=O)OC)C=C3)C=C1 Methyl (S)-5-(4-(4-((2-methoxy-12-oxo-6a,7,8,9,10,12-hexahydrobenzo[e]pyrido[1,2-a][1,4]diazepin-3-yl)oxy)butanamido)-benzamido)benzo[b]thiophene-2-carboxylate